N-(trifluoromethanesulfonyloxy)bicyclo[2.2.1]hept-5-ene-2,3-Dicarboximide FC(S(=O)(=O)ON1C(=O)C2C3C=CC(C2C1=O)C3)(F)F